2-[1-[2-[1-[4-[(2,6-Dioxo-3-piperidyl)amino]phenyl]-4-hydroxy-4-piperidyl]acetyl]-4-piperidyl]-7-isopropoxy-N-[6-(trifluoromethyl)-2-pyridinyl]imidazo[1,2-a]pyridine-6-carboxamide O=C1NC(CCC1NC1=CC=C(C=C1)N1CCC(CC1)(O)CC(=O)N1CCC(CC1)C=1N=C2N(C=C(C(=C2)OC(C)C)C(=O)NC2=NC(=CC=C2)C(F)(F)F)C1)=O